N-ethylmorpholine chloride [Cl-].C(C)N1CCOCC1